CC1=NC(=NO1)C1=NC=CC=N1 2-(5-methyl-1,2,4-oxadiazol-3-yl)pyrimidine